ClC1=C(C=CC=C1)N1C(N=C(C2=CC=C(C=C12)C1CC1)N[C@@H](CO)C)=O 1-(2-chlorophenyl)-7-cyclopropyl-4-(((R)-1-hydroxypropan-2-yl)amino)-quinazolin-2(1H)-one